N1=CC(=CC=C1)C=1C(=NC=CC1)C1=CC=CC=C1 6-(3-(pyridine-3-yl)pyridine-2-yl)benzene